N1N=CC(=C1)NC=1C=2N(C=CC1)C(=CN2)C#CC=2C(=CC(=C(C(=O)NC1=CC(=CC(=C1)C(F)(F)F)CN1CC(N(CC1)C)=O)C2)F)C 5-((8-((1H-pyrazol-4-yl)amino)imidazo[1,2-a]pyridin-3-yl)ethynyl)-2-fluoro-4-methyl-N-(3-((4-methyl-3-oxopiperazin-1-yl)methyl)-5-(trifluoromethyl)phenyl)benzamide